Sodium N-(3-propylphenyl)sulfamate C(CC)C=1C=C(C=CC1)NS([O-])(=O)=O.[Na+]